C1(CC1)C1=NN(C=C1C1=NC(=CC=C1)N1CCCC1)[C@@H]1C[C@H](C1)CN (trans-3-(3-cyclopropyl-4-(6-(pyrrolidin-1-yl)pyridin-2-yl)-1H-pyrazol-1-yl)cyclobutyl)methylamine